C(C)(C)(C)OC(=O)N\C(=N/C(=O)OC(C)(C)C)\NC1=CC=C(C(=O)OC=2C=3N(C=C(C2)CC(=O)OC(C)(C)C)N=CN3)C=C1 6-[2-(tert-butoxy)-2-oxoethyl]-[1,2,4]triazolo[1,5-a]pyridin-8-yl 4-{[(1Z)-{[(tert-butoxy)carbonyl]amino}({[(tert-butoxy)carbonyl]imino})methyl]amino}benzoate